CN(P(C1=CC(=CC=C1)[Si](CCCC)(CCCC)CCCC)C1=C(C=CC=C1)C)P(C1=CC(=CC=C1)[Si](CCCC)(CCCC)CCCC)C1=C(C=CC=C1)C N-methyl-1-(o-tolyl)-N-(o-tolyl(3-(tributylsilyl)phenyl)phosphaneyl)-1-(3-(tributylsilyl)phenyl)phosphanamine